(1S,4S,5R)-5-[[3-(2-chloro-6-methylphenyl)-5-cyclopropyl-1,2-oxazol-4-yl]methoxy]-2-azabicyclo[2.2.1]heptane ClC1=C(C(=CC=C1)C)C1=NOC(=C1CO[C@H]1[C@@H]2CN[C@H](C1)C2)C2CC2